2-(6-Fluoro-1H-benzo[d][1,2,3]triazol-1-yl)-1-((2R,4aS,4bR,6aS,7S,7aS,8aR,8bR,8cR,10aR)-2-hydroxy-2,6a-dimethyloctadecahydrocyclopropa[4,5]cyclopenta[1,2-a]phenanthren-7-yl)ethan-1-one FC=1C=CC2=C(N(N=N2)CC(=O)[C@H]2[C@@H]3[C@H]([C@@H]4[C@@]2(CC[C@@H]2[C@H]5CC[C@@](C[C@H]5CC[C@@H]42)(C)O)C)C3)C1